C(\C=C\C1=CC(OC)=C(O)C(OC)=C1)(=O)OC[C@@H](OC(\C=C\C1=CC(OC)=C(O)C(OC)=C1)=O)COP(=O)([O-])OCC[N+](C)(C)C 1,2-Disinapoyl-sn-glycero-3-phosphocholine